FC(OC1=CC=C(C=C1)C1=CN(CC2=C1N=C(N=C2)NC(C)C)C=2C=C1C=CC=NC1=CC2)F 8-(4-(difluoromethoxy)phenyl)-2-(isopropylamino)-6-(quinolin-6-yl)pyrido[4,3-d]pyrimidin